3-(4-(3-aminoprop-1-yn-1-yl)-5-methylthiophen-2-yl)prop-2-yn NCC#CC=1C=C(SC1C)C#CC